FC(C1=CC=C(CN2C=3N(CC(C2)CN2C(C4=CC=CC=C4C2=O)=O)N=CC3)C=C1)(F)F 2-((4-(4-(trifluoromethyl)benzyl)-4,5,6,7-tetrahydropyrazolo[1,5-a]pyrimidin-6-yl)methyl)isoindoline-1,3-dione